Docosahexaenoyl-(docosahexaenoic acid) C(C=CCCC)(=O)C(C(C(C(C(C(=C(C(=C(C(=C(C(=C(C(=C(C(=C(C(=O)O)C(C=CCCC)=O)C(C=CCCC)=O)C(C=CCCC)=O)C(C=CCCC)=O)C(C=CCCC)=O)C(C=CCCC)=O)C(C=CCCC)=O)C(C=CCCC)=O)C(C=CCCC)=O)C(C=CCCC)=O)C(C=CCCC)=O)C(C=CCCC)=O)(C(C=CCCC)=O)C(C=CCCC)=O)(C(C=CCCC)=O)C(C=CCCC)=O)(C(C=CCCC)=O)C(C=CCCC)=O)(C(C=CCCC)=O)C(C=CCCC)=O)(CCCC)C(C=CCCC)=O